N-cyclopentyl-N-(5,6-diphenylpicolinoyl)glycine C1(CCCC1)N(CC(=O)O)C(C1=NC(=C(C=C1)C1=CC=CC=C1)C1=CC=CC=C1)=O